(S,E)-4-(2-(3-(3-Chloro-2-fluoro-6-(1H-tetrazol-1-yl)phenyl)acrylamido)-3-(3-(2-Oxopyrrolidin-1-yl)phenyl)propionamido)benzoic acid ClC=1C(=C(C(=CC1)N1N=NN=C1)/C=C/C(=O)N[C@H](C(=O)NC1=CC=C(C(=O)O)C=C1)CC1=CC(=CC=C1)N1C(CCC1)=O)F